(1R,2R,3aS,10aR)-5-fluoro-1-{(1E,3ξ)-3-[1-(4-fluorophenyl)cyclobutyl]-3-hydroxy-1-propen-1-yl}-2-hydroxy-2,3,3a,9,10,10a-hexahydro-1H-benzo[b]cyclopenta[f]oxepin-6-carboxylic acid FC1=C(C=CC2=C1O[C@@H]1[C@H](CC2)[C@H]([C@@H](C1)O)\C=C\C(O)C1(CCC1)C1=CC=C(C=C1)F)C(=O)O